4-(chloromethyl)-1-[1-methyl-4-(trifluoromethyl)imidazol-2-yl]piperidine ClCC1CCN(CC1)C=1N(C=C(N1)C(F)(F)F)C